6-(4-Amino-1-(tert-butyl)-1H-pyrazolo[3,4-d]pyrimidin-3-yl)-1H-indole-2-carboxylic acid NC1=C2C(=NC=N1)N(N=C2C2=CC=C1C=C(NC1=C2)C(=O)O)C(C)(C)C